CC1CCCC=2C=C(OC21)C2=CC=CC=C2 7-methyl-2-phenyl-4,5,6,7-tetrahydrobenzofuran